C(#N)C=1C=CC2=C(N=C(O2)C2=C3C=C(N=CC3=C(N=C2)NC)NC(=O)C2CC2)C1 N-(5-(5-cyanobenzo[d]oxazol-2-yl)-8-(methylamino)-2,7-naphthyridin-3-yl)cyclopropanecarboxamide